2-((3,5-dimethylphenyl)amino)-6,7-difluoroquinazolin-4(3H)-one CC=1C=C(C=C(C1)C)NC1=NC2=CC(=C(C=C2C(N1)=O)F)F